6-(4-cyclopropoxyphenyl)-1-(4-fluorobenzyl)-2-oxo-N-(spiro[3.3]heptan-2-yl)-1,2-dihydro-1,8-naphthyridine-3-carboxamide C1(CC1)OC1=CC=C(C=C1)C=1C=C2C=C(C(N(C2=NC1)CC1=CC=C(C=C1)F)=O)C(=O)NC1CC2(C1)CCC2